1-(2-methylbenzyl)-1H-indole-5-carboxylic acid methyl ester COC(=O)C=1C=C2C=CN(C2=CC1)CC1=C(C=CC=C1)C